2,2'-(2',4',5'-tris(10-methylphenazin-5(10H)-yl)-6'-phenyl[1,1':3',1''-terphenyl]-4,4''-diyl)bis(benzo[d]oxazole) CN1C2=CC=CC=C2N(C=2C=CC=CC12)C1=C(C(=C(C(=C1C1=CC=C(C=C1)C=1OC2=C(N1)C=CC=C2)N2C=1C=CC=CC1N(C1=CC=CC=C21)C)N2C=1C=CC=CC1N(C1=CC=CC=C21)C)C2=CC=CC=C2)C2=CC=C(C=C2)C=2OC1=C(N2)C=CC=C1